F[Sb-](F)(F)(F)(F)F.C1(C=CC=C1)[Fe+] cyclopentadienyl-iron(II) hexafluoroantimonate